CC=1SC(=C(N1)C)C1=CC=CC(=N1)C(=O)N[C@H](CN1CCN(CC1)S(=O)(=O)C1=C(N=C(S1)NC(OC)=O)C)C methyl N-[5-({4-[(2S)-2-{[6-(2,4-dimethyl-1,3-thiazol-5-yl)pyridin-2-yl]formamido}propyl] piperazin-1-yl}sulfonyl)-4-methyl-1,3-thiazol-2-yl]carbamate